ClCC1=CC=C(CO)C=C1 4-chloromethylbenzylalcohol